(1Z)-2-methyl-1-undec-1-yl-2-phenylethyl ether CC(C(CCCCCCCCCCC)OC(C(C)C1=CC=CC=C1)CCCCCCCCCCC)C1=CC=CC=C1